2-[1-[6-Methyl-2-(1-methylpyrazolo[3,4-b]pyridin-6-yl)-4-oxo-chromen-8-yl]ethylamino]benzoic acid CC=1C=C2C(C=C(OC2=C(C1)C(C)NC1=C(C(=O)O)C=CC=C1)C1=CC=C2C(=N1)N(N=C2)C)=O